6'-Fluoro-2',3'-dihydrospiro[cyclopropane-1,1'-indene]-5'-carboxylic acid FC1=C(C=C2CCC3(C2=C1)CC3)C(=O)O